OCCOC1=CC=C(C=C1)CCC (4-β-hydroxyethoxyphenyl)propane